COC1=CC=C(CNC(=O)NC2=CC=C(C=C2)CN2C(CN(CC2)C)=O)C=C1 1-(4-methoxybenzyl)-3-(4-((4-methyl-2-oxopiperazin-1-yl)methyl)phenyl)urea